C(#N)N1C[C@@H](CC1)C1N(CCC1C(=O)N)C1=CC=CC=C1 ((R)-1-cyanopyrrolidin-3-yl)-1-phenylpyrrolidine-3-carboxamide